3,9-bis{1,1-dimethyl-2-{β-(3-t-butyl-4-hydroxy-5-methylphenyl)propionyloxy}ethyl}2,4,8,10-tetraoxaspiro{5.5}undecane CC(COC(CCC1=CC(=C(C(=C1)C)O)C(C)(C)C)=O)(C)C1OCC2(CO1)COC(OC2)C(COC(CCC2=CC(=C(C(=C2)C)O)C(C)(C)C)=O)(C)C